(E)-3-(2-(3-chloro-4-fluorophenyl)-6-(trifluoromethyl)pyridin-3-yl)-N-(2-oxo-2,3-dihydro-1H-benzo[d]imidazol-4-yl)acrylamide ClC=1C=C(C=CC1F)C1=NC(=CC=C1/C=C/C(=O)NC1=CC=CC=2NC(NC21)=O)C(F)(F)F